1-hydroxypropylimidazole OC(CC)C=1NC=CN1